propyl 2-propyl-4-(6-nitrophenyl)-5-oxo-1,4,5,7-tetrahydrofuro[3,4-b]pyridine-3-carboxylate C(CC)C1=C(C(C2=C(N1)COC2=O)C2=CC=CC=C2[N+](=O)[O-])C(=O)OCCC